NC1=C(C(N(C2=CC(=CC=C12)C(F)(F)F)C1=CC=C(C=C1)C(N)=O)=O)C(=O)OC methyl 4-amino-1-((4-carbamoyl)phenyl)-2-oxo-7-(trifluoromethyl)-1,2-dihydroquinoline-3-carboxylate